N-[8-chloro-6-(5-isopropyl-1H-pyrazol-4-yl)-3-isoquinolinyl]-2-fluoro-cyclopropanecarboxamide ClC=1C=C(C=C2C=C(N=CC12)NC(=O)C1C(C1)F)C=1C=NNC1C(C)C